Ethyl 1-(3-chloro-6-(3-methoxypropyl)pyrazin-2-yl)piperidine-4-carboxylate ClC=1C(=NC(=CN1)CCCOC)N1CCC(CC1)C(=O)OCC